3-Amino-4-(7-fluoro-1H-indazol-4-yl)-7-methyl-6-(3-morpholinoprop-1-ynyl)-1H-1,5-naphthyridin-2-one NC=1C(NC2=CC(=C(N=C2C1C1=C2C=NNC2=C(C=C1)F)C#CCN1CCOCC1)C)=O